CC1=C(C=C(C=N1)N1N=C(C=CC1=O)C(=O)O)C=1N(N=NC1)C 1-[6-methyl-5-(3-methyltriazol-4-yl)-3-pyridyl]-6-oxo-pyridazine-3-carboxylic acid